FC=1C=CN=C2C=C(C(N(C12)C)=O)C(=O)OCC ethyl 8-fluoro-1-methyl-2-oxo-1,2-dihydro-1,5-naphthyridine-3-carboxylate